B(OCCCCCCCCCCCCCCCCCC)(OCCCCCCCCCCCCCCCCCC)OCCCCCCCCCCCCCCCCCC.[Li] lithium trioctadecyl borate